N-ethoxy-4-((2-methoxy-4-(1-methyl-1H-pyrazol-5-yl)phenyl)amino)-6-((6-methylpyridin-2-yl)amino)nicotinamide Methyl-(2E)-3-(5-fluoro-2-nitrophenyl)-2-propenoate COC(\C=C\C1=C(C=CC(=C1)F)[N+](=O)[O-])=O.C(C)ONC(C1=CN=C(C=C1NC1=C(C=C(C=C1)C1=CC=NN1C)OC)NC1=NC(=CC=C1)C)=O